2-((3-(2-(2,6-dimethylpyridin-4-yl)acetyl)phenoxy)methyl)benzonitrile CC1=NC(=CC(=C1)CC(=O)C=1C=C(OCC2=C(C#N)C=CC=C2)C=CC1)C